N-(7-(4,4-difluoropiperidin-1-yl)-2,3-dihydrobenzofuran-5-yl)-4-(ethylsulfonamido)-2-(6-azaspiro[2.5]octan-6-yl)benzamide FC1(CCN(CC1)C1=CC(=CC=2CCOC21)NC(C2=C(C=C(C=C2)NS(=O)(=O)CC)N2CCC1(CC1)CC2)=O)F